2-Octadecylbenzene-1,3-diol C(CCCCCCCCCCCCCCCCC)C1=C(C=CC=C1O)O